8-[(1R)-1-[(6-Chloro-2-fluoro-3-pyridyl)oxy]ethyl]-3,6-dimethyl-2-phenyl-chromen-4-one ClC1=CC=C(C(=N1)F)O[C@H](C)C=1C=C(C=C2C(C(=C(OC12)C1=CC=CC=C1)C)=O)C